3,7-dimethylocta-1,6-dien-3-yl (E)-3-phenyl-prop-2-enoate (linalyl cinnamate) C(C)(C=C)(CCC=C(C)C)C(C(=O)O)=CC1=CC=CC=C1.C1(=CC=CC=C1)/C=C/C(=O)OC(C=C)(CCC=C(C)C)C